C(C)(C)(C)OC(=O)N1C[C@H]2C([C@H]2C1)C(=O)O (1R,5S,6r)-3-{[(tert-butyl)oxy]carbonyl}-3-azabicyclo[3.1.0]hexane-6-carboxylic acid